methylthiomethyl-(S-methylcysteine) CSCN[C@@H](CSC)C(=O)O